silver tetrakis(acetonitrile) tetrafluoroborate F[B-](F)(F)F.C(C)#N.C(C)#N.C(C)#N.C(C)#N.[Ag+]